2-(2-hydroxycyclopentyl)-1-((1R,5S)-8-(7-(3-hydroxynaphthalen-1-yl)-2-(((S)-1-methylpyrrolidin-2-yl)methoxy)quinazolin-4-yl)-3,8-diazabicyclo[3.2.1]octan-3-yl)ethan-1-one OC1C(CCC1)CC(=O)N1C[C@H]2CC[C@@H](C1)N2C2=NC(=NC1=CC(=CC=C21)C2=CC(=CC1=CC=CC=C21)O)OC[C@H]2N(CCC2)C